C1=C(C=CC2=CC=CC=C12)C=1C2=CC=CC=C2C(=C2C=CC=CC12)C1=CC2=CC=CC=C2C=C1 9,10-bis(beta-naphthyl)Anthracene